FC=1C=C(C=CC1F)[C@H]1[C@@H](CN(C1)CCOC)NC(=O)NC1=C(C(=NN1C1=CC=CC=C1)OCC(C)(C)O)C 1-((3s,4r)-4-(3,4-difluorophenyl)-1-(2-methoxyethyl)pyrrolidin-3-yl)-3-(3-(2-hydroxy-2-methylpropyloxy)-4-methyl-1-phenyl-1H-pyrazol-5-yl)urea